IC=1C=C(CNC2C(NCCC2)C2=CC=CC=C2)C=CC1 N-(3-iodobenzyl)-2-phenylpiperidin-3-amine